chloro-N,5-dimethyl-pyrazole-3-carboxamide ClC=1C(=NNC1C)C(=O)NC